ClC1=CNC2=C(C=CC=C12)NS(=O)(=O)C=1C=NN(C1)CC(F)F N-(3-Chloro-1H-indol-7-yl)-1-(2,2-difluoroethyl)pyrazol-4-sulfonamid